p-nitrophenyl monophosphate sodium salt [Na+].P(=O)(OC1=CC=C(C=C1)[N+](=O)[O-])([O-])[O-].[Na+]